C(C)N(CCN)CC N,N-diethylethane-1,2-diamine